(4-(1-bromoethyl)phenyl)-5-methyl-2H-tetrazole BrC(C)C1=CC=C(C=C1)N1N=C(N=N1)C